racemic-3-(3-chloro-4-fluorophenyl)-1-(8,9-difluoro-6-oxo-1,4,5,6-tetrahydro-2H-pyrano[3,4-c]isoquinolin-1-yl)-1-methylurea ClC=1C=C(C=CC1F)NC(N(C)[C@H]1COCC=2NC(C=3C=C(C(=CC3C21)F)F)=O)=O |r|